CC(C)(CCCC(CC)C)OC=1C(C(=O)O)=CC=CC1.C(CCCCCCC(C)C)OC=1C(C(=O)O)=CC=CC1.FC1=C(C=C(C=C1)F)C(O)C1(OC1)C 1-(2,5-difluorophenyl)-1-(2-methyl-2-oxiranyl)methanol Isodecyl-Salicylate (2,6-dimethyloctan-2-yl-salicylate)